FC(C(=O)O)(F)F.FC1(CC(C1)N1C=C2C(=NN=C(C2=CC1=O)C)N[C@H](C)C1=C(C(=CC=C1)C(F)F)F)F (R)-6-(3,3-difluorocyclobutyl)-4-((1-(3-(difluoromethyl)-2-fluorophenyl)ethyl)amino)-1-methylpyrido[3,4-d]pyridazin-7(6H)-one trifluoroacetate